OC(C(C)NC([O-])=O)C1=CC(=NC=C1)OC 1-hydroxy-1-(2-methoxypyridin-4-yl)propan-2-ylcarbamate